N-[2-(2,2-difluorospiro[2.4]heptan-6-yl)-4-(2-fluorophenyl)-3-pyridyl]-2-isopropyl-pyrimidine-5-carboxamide FC1(CC12CCC(C2)C2=NC=CC(=C2NC(=O)C=2C=NC(=NC2)C(C)C)C2=C(C=CC=C2)F)F